COC(=O)C=1C(=C(C2=C(C=CO2)C1)F)F 6,7-Difluorobenzofuran-5-carboxylic acid methyl ester